(2S,3S)-2-[(2S)-2-amino-5-[(5,6-dihydro-4H-1,3-thiazin-2-yl)amino]pentanamido]-N,3-dimethylpentanamide dihydrochloride Cl.Cl.N[C@H](C(=O)N[C@H](C(=O)NC)[C@H](CC)C)CCCNC=1SCCCN1